C(#N)C1=CN=C(N1CC1=C(OCCC[C@H](CC(=O)OCC)C)C=CC=C1)C1=CC=C(C=C1)C(F)(F)F ethyl (3R)-6-(2-((5-cyano-2-(4-(trifluoromethyl)phenyl)-1H-imidazol-1-yl)methyl)phenoxy)-3-methylhexanoate